C1(=CC(=CC=C1)C[C@H]1[C@H](CCC2=CC=C(C(N12)=O)C)NS(=O)(=O)C)C1=CC=CC=C1 |r| rac-N-{(3S,4S)-4-[([1,1'-biphenyl]-3-yl)methyl]-7-methyl-6-oxo-1,3,4,6-tetrahydro-2H-quinolizin-3-yl}methanesulfonamide